OCCOC=1C=C(C=C(C1)OCCO)N1C=2C=CC1=CC=1C=CC(=CC3=CC=C(N3C3=CC(=CC(=C3)OCCO)OCCO)C=C3C4=C(C(C2)=N3)C3=CC=CC=C3C=C4)N1 bis[3,5-bis(2-hydroxyethoxy)phenyl]naphthoporphine